Tert-butyl 4-(4-{[7-(4-cyclopentyl-2-oxo-1,3-oxazolidin-3-yl)-5-[2-(triisopropylsilyl)ethynyl]pyrido[2,3-d]pyrimidin-2-yl]amino}phenyl)piperazine-1-carboxylate C1(CCCC1)C1N(C(OC1)=O)C=1C=C(C2=C(N=C(N=C2)NC2=CC=C(C=C2)N2CCN(CC2)C(=O)OC(C)(C)C)N1)C#C[Si](C(C)C)(C(C)C)C(C)C